CCCCCCCC/C=C\\CCCCCCCC(=O)OC/C=C(\\C)/C=C/C=C(\\C)/C=C/C1=C(CCCC1(C)C)C The molecule is a fatty acid ester formed between oleic acid and all-trans-retinol. It derives from an all-trans-retinol and an oleic acid.